3-(5-(ethylamino)-2-isopropylphenyl)-2-iminothiazolidin-4-one hydrochloride Cl.C(C)NC=1C=CC(=C(C1)N1C(SCC1=O)=N)C(C)C